(R)-3-(3-chloro-4-fluorophenyl)-1-(1-(6,7-difluoro-1-oxo-1,2-dihydroisoquinolin-4-yl)ethyl)-1-methylurea ClC=1C=C(C=CC1F)NC(N(C)[C@H](C)C1=CNC(C2=CC(=C(C=C12)F)F)=O)=O